OCC 1-hydroxyl-ethane